2-azabicyclo[4.2.0]Octane-7-carboxylic acid C12NCCCC2C(C1)C(=O)O